NCC1=C(CN(C(C)C)C)C(=CC=C1F)OC(C)C N-(2-(aminomethyl)-3-fluoro-6-isopropoxybenzyl)-N-methylpropan-2-amine